BrC=1C=CC=2N(C3=CC(=CC=C3C2C2=CC(=C(C(=C2)C(C)C)O)C(C)C)F)C1 4-(7-bromo-3-fluoropyrido[1,2-a]indol-10-yl)-2,6-diisopropylphenol